4-fluoro-7-(2,2,2-trifluoroethyl)-7,8,9,10-tetrahydrocyclohepta[e]indazol-6(3H)-one FC1=CC2=C(C=3C=NNC13)CCCC(C2=O)CC(F)(F)F